ethyl isocyanate acrylate (2-IsocyanatoethylAcrylate) N(=C=O)CCC(C(=O)O)=C.C(C=C)(=O)O.C(C)N=C=O